3-methyl-2-(octa-1,5-dien-2-yl)cyclopent-2-en-1-one nickel-titanium-yttrium [Y].[Ti].[Ni].CC1=C(C(CC1)=O)C(=C)CCC=CCC